3-[5-(prop-2-yl)-1,3-thiazol-2-yl]-5-[(3S)-tetrahydrofuran-3-yloxy]benzamide CC(C)C1=CN=C(S1)C=1C=C(C(=O)N)C=C(C1)O[C@@H]1COCC1